4-(2-(2-hydroxyethoxy)ethoxy)-3-(phenylsulfonyl)-1,2,5-oxadiazole 2-oxide OCCOCCOC=1C(=[N+](ON1)[O-])S(=O)(=O)C1=CC=CC=C1